C(CCCCCCCCC)C=1[NH+]=C(NC1CCCCCCCCCC)C 4,5-didecyl-2-methylimidazolium